tert-Butyl (4-{3-[1-(4-amino-3-methyl-1H-pyrazolo[3,4-d]pyrimidin-1-yl)ethyl]-5-chloro-2-ethoxy-6-methylphenyl}-1H-pyrazol-1-yl)acetate NC1=C2C(=NC=N1)N(N=C2C)C(C)C=2C(=C(C(=C(C2)Cl)C)C=2C=NN(C2)CC(=O)OC(C)(C)C)OCC